O[C@@H]1[C@H](O[C@H]([C@@H]1O)N1C2=NC(=NC(=C2N=C1)NCC1=CC(=CC=C1)OC)C=1C=NC=CC1)C(=O)NC (2S,3S,4R,5R)-3,4-dihydroxyl-5-(6-((3-methoxybenzyl)amino)-2-(pyridin-3-yl)-9H-purin-9-yl)-N-methyltetrahydrofuran-2-carboxamide